BrC1=NC=CC=C1C=1CNCC1C(NCC1=CC=C(C=C1)C(F)(F)F)=O 3-(2-bromopyridin-3-yl)-4-((4-(trifluoromethyl)benzyl)carbamoyl)-2,5-dihydro-1H-pyrrole